1-xylylene terephthalate C1(C2=CC=C(C(=O)OCC3(CC=CC=C3)CO1)C=C2)=O